C=C1C(OC(C1)C1=C(C=CC=C1)C=1SC=CN1)=O 3-methylene-5-(2-(thiazol-2-yl)phenyl)dihydrofuran-2(3H)-one